(2,4-cyclopentadien-1-yl)[(1-methylethyl)benzene]-iron salt [Fe].C1(C=CC=C1)C1=C(C=CC=C1)C(C)C